FC1=C(C=C(C=C1)CN)O[C@@H]1CN(C[C@H](C1)C1=C(C=CC=C1)F)S(=O)(=O)C trans-(4-Fluoro-3-((5-(2-fluorophenyl)-1-(methylsulfonyl)piperidin-3-yl)oxy)phenyl)methanamine